OC1=CC(=NC=C1)NC1=CC(=NC(=N1)C=1C=NC=CC1)N1CC2(CC1)CC(CCC2)C(=O)NC 2-(6-((4-hydroxypyridin-2-yl)amino)-2-(pyridin-3-yl)pyrimidin-4-yl)-N-methyl-2-azaspiro[4.5]decane-7-carboxamide